tert-Butyl (14-((4-amino-2-methylphenyl)sulfonamido)-3,6,9,12-tetraoxatetradecyl)carbamate NC1=CC(=C(C=C1)S(=O)(=O)NCCOCCOCCOCCOCCNC(OC(C)(C)C)=O)C